(16E)-14-[2-(4-piperidyloxy)ethyl]-20-oxa-5,7,14,27-tetrazatetracyclo[19.3.1.12,6.18,12]heptacosa-1(24),2(27),3,5,8(26),9,11,16,21(25),22-decaene N1CCC(CC1)OCCN1CC2=CC=CC(NC3=NC=CC(C4=CC=CC(OCC/C=C/C1)=C4)=N3)=C2